tetrahydrocyclopenta[b]naphthalene C1CCC2C1=CC1=CC=CC=C1C2